FC1=C(OC2=NC=CC=C2C(=O)N)C=CC(=C1)CC(=O)NC=1SC2=C(N1)C=C(C=C2)C=2C=NN(C2)C 2-(2-fluoro-4-(2-((5-(1-methyl-1H-pyrazol-4-yl)benzo[d]thiazol-2-yl)amino)-2-oxoethyl)phenoxy)pyridine-3-carboxamide